C(C)(C)(C)C=1OC2=CC=C(C=C2CC1)C(C)C (E)-2-(tert-butyl)-6-isopropyl-4H-chromen